(1S,5S)-6,6-dimethyl-2-octylbicyclo[3.1.1]heptane CC1([C@H]2CCC([C@@H]1C2)CCCCCCCC)C